BrC1=C2C=CNC2=CC(=C1OC1=C(C=CC(=C1)C1=NN(C=C1F)CC1=CC=C(C=C1)OC)F)F 4-bromo-6-fluoro-5-[2-fluoro-5-[4-fluoro-1-[(4-methoxyphenyl)methyl]pyrazol-3-yl]phenoxy]-1H-indole